[K].BrC=1C=CC(=NC1)N1CCC(CC1)(F)F 5-bromo-2-(4,4-difluoropiperidin-1-yl)pyridine Potassium